3-amino-N-(2-methoxyethyl)benzenesulfonamide NC=1C=C(C=CC1)S(=O)(=O)NCCOC